C(C)OC(=O)C=1OC2=C(C1)C=CC(=C2)S(NC=2C(=NC=C(C2)Cl)N2CCC(CC2)OCC)(=O)=O 6-(N-(5-chloro-2-(4-ethoxypiperidin-1-yl)pyridin-3-yl)sulfamoyl)benzofuran-2-carboxylic acid ethyl ester